ClC1=C(C(=C(C=C1OC)OC)Cl)C1=CC2=C(N=C(N=C2)N[C@H]2[C@H](CN(C2)C=2C=NNC2)NC(C=C)=O)C(=N1)NC1COCC1 N-((3S,4R)-4-((6-(2,6-dichloro-3,5-dimethoxyphenyl)-8-((tetrahydrofuran-3-yl)amino)pyrido[3,4-d]pyrimidin-2-yl)amino)-1-(1H-pyrazol-4-yl)pyrrolidin-3-yl)acrylamide